C(C)C=CNC(=O)N ethylvinylurea